4,6-difluoro-5-methoxybenzo[d]thiazol-2(3H)-one FC1=C(C(=CC2=C1NC(S2)=O)F)OC